NC=1C=2N(C3=CC(=C(C=C3N1)F)C(=O)N(C)[C@@H]1COC3=C1C=CC(=C3)C3(C(C3)(F)F)C)C=NC2 4-amino-N-((3S)-6-(2,2-difluoro-1-methylcyclopropyl)-2,3-dihydrobenzofuran-3-yl)-7-fluoro-N-methylimidazo[1,5-a]quinoxaline-8-carboxamide